(E)-7-(6-(2-(5-cyclopropyl-3-(3,5-dichloropyridin-4-yl)isoxazol-4-yl)vinyl)-3-azabicyclo[3.1.0]hex-3-yl)-1-methoxyisoquinoline-3-carboxylic acid C1(CC1)C1=C(C(=NO1)C1=C(C=NC=C1Cl)Cl)/C=C/C1C2CN(CC12)C1=CC=C2C=C(N=C(C2=C1)OC)C(=O)O